(R)-1-(7-(8-Ethyl-7-fluoro-3-hydroxynaphthalen-1-yl)-8-fluoro-2-(((2R,7aS)-2-fluorotetrahydro-1H-pyrrolizin-7a(5H)-yl)methoxy)pyrido[4,3-d]pyrimidin-4-yl)piperidine-3-carboxylic acid C(C)C=1C(=CC=C2C=C(C=C(C12)C1=C(C=2N=C(N=C(C2C=N1)N1C[C@@H](CCC1)C(=O)O)OC[C@]12CCCN2C[C@@H](C1)F)F)O)F